N1=NC=CC2=C1C=CC=C2 benzopyridazine